CN1C(N(C(C(=C1)NCC=C(C)C)=O)C)=O 1,3-dimethyl-5-((3-methylbut-2-en-1-yl)amino)pyrimidine-2,4(1H,3H)-dione